C(CCC\C=C/CC)OC(CCCCCCCN(CCCCCCC(=O)OCCC#CCCCCC)CCO)OCCCC\C=C/CC non-3-yn-1-yl 7-((8,8-bis(((Z)-oct-5-en-1-yl)oxy)octyl)(2-hydroxyethyl)amino)heptanoate